FC(C(=O)O)(F)F.C1NCC12CCN(CC2)C2=CC=C(C=N2)C2=CC1=C(N(C(N1C)=O)C1C(NC(CC1)=O)=O)C=C2 3-(5-(6-(2,7-diazaspiro[3.5]nonan-7-yl)pyridin-3-yl)-3-methyl-2-oxo-2,3-dihydro-1H-benzo[d]imidazol-1-yl)piperidine-2,6-dione trifluoroacetate